FC(C(F)F)(F)OCC(C)C 1,1,2,2-tetrafluoroethylisobutyl ether